1-(8-Cyano-quinolin-5-yl)-piperidine-4-carboxylic acid (2-pyrrolidin-1-yl-ethyl)-amide N1(CCCC1)CCNC(=O)C1CCN(CC1)C1=C2C=CC=NC2=C(C=C1)C#N